O1C2=C(N=CC=C1)C=CC(C2)=O benzo[1,2-b][1,4]oxazepine-8(9H)-one